Trimethylolglycine C(O)C(N(CO)CO)C(=O)O